benzyl-(4-((methoxycarbonyl)oxy)phenyl)methylthioninium methanesulfonate CS(=O)(=O)[O-].C(C1=CC=CC=C1)C1=C([SH+]C=CC=CC=C1)CC1=CC=C(C=C1)OC(=O)OC